4-(2,4-Dimethoxybenzyl)-7-nitro-3,4-dihydropyrido[3,2-f][1,4]oxazepin-5(2H)-one COC1=C(CN2CCOC3=C(C2=O)C=C(C=N3)[N+](=O)[O-])C=CC(=C1)OC